5-chloro-2-(4-{[(3S)-oxacyclopent-3-yl]amino}imidazo[1,5-d][1,2,4]triazin-1-yl)phenol ClC=1C=CC(=C(C1)O)C=1C=2N(C(=NN1)N[C@@H]1COCC1)C=NC2